N-(5-(benzyloxy)pyridin-2-yl)-N'-hydroxyformamidine C(C1=CC=CC=C1)OC=1C=CC(=NC1)NC=NO